C(C=C)O trans-allyl alcohol